FC(C(=O)O)(F)F.ClC1=CC=C(C[C@@H]2N(C[C@@H](C2)N2CCOCC2)C2CCN(CC2)C=2NC(=NN2)N)C=C1 5-(4-((2S,4R)-2-(4-chlorobenzyl)-4-morpholinopyrrolidin-1-yl)piperidin-1-yl)-4H-1,2,4-triazol-3-amine 2,2,2-trifluoroacetate